1,1,2,3,4,5-Hexaphenyl-1H-silol C1(=CC=CC=C1)[Si]1(C(=C(C(=C1C1=CC=CC=C1)C1=CC=CC=C1)C1=CC=CC=C1)C1=CC=CC=C1)C1=CC=CC=C1